cis-3-methyl-N-[4-methyl-3-[3-(trifluoromethyl)pyrazin-2-yl]phenyl]-6-azabicyclo[3.1.1]heptane-6-carboxamide CC1CC2N(C(C1)C2)C(=O)NC2=CC(=C(C=C2)C)C2=NC=CN=C2C(F)(F)F